NC[C@@H](CN[C@@H](CNCCO)[C@H](C)O)NC[C@@H](NC[C@@H](N(C[C@@H](CCCC1C2CCC(C1)C2)C)C)CC(C)C)C2CCCCC2 (6S,9S,12S,15S,18R,19R)-9-(aminomethyl)-19-(2-(bicyclo[2.2.1]heptan-2-yl)ethyl)-12-cyclohexyl-6-((S)-1-hydroxyethyl)-15-isobutyl-16,18-dimethyl-1-oxa-4,7,10,13,16-penta-azanonadecan